7-dimethylaminocoumarin CN(C1=CC=C2C=CC(OC2=C1)=O)C